FC1=C(C(=O)OC)C(=CC(=C1)OCC1CCOCC1)F Methyl 2,6-difluoro-4-(tetrahydropyran-4-ylmethoxy)benzoate